1-(4-(4-fluoro-3-phenoxybenzyl)piperazine-1-carbonyl)-1H-pyrazole-3-carboxylic acid FC1=C(C=C(CN2CCN(CC2)C(=O)N2N=C(C=C2)C(=O)O)C=C1)OC1=CC=CC=C1